6-(hydroxymethyl)-2-methoxy-6a-methyl-4-oxohexahydro-2H-furo[2,3-c]pyrrole-6-carboxylate OCC1(NC(C2C1(OC(C2)OC)C)=O)C(=O)[O-]